(S)-glycerylacetonide C([C@H](O)CO)CC([CH2-])=O